BrC1=NC(=CC(=C1)[C@H]1N[C@@H](CNC1)C)Cl (2R,6R)-2-(2-bromo-6-chloropyridin-4-yl)-6-methylpiperazine